BrC=1C(=C(C=CC1)NC1=NC=NC2=CC3=C(C=C12)OCCO3)F N-(3-bromo-2-fluorophenyl)-7,8-dihydro[1,4]dioxino[2,3-g]quinazolin-4-amine